1-(8-fluoro-2-(((2R,7aS)-2-fluorotetrahydro-1H-pyrrolizin-7a(5H)-yl)methoxy)-7-(6-methyl-5-((Z)-prop-1-en-1-yl)-1H-indazol-4-yl)pyrido[4,3-d]pyrimidin-4-yl)azepan-3-one FC1=C(N=CC2=C1N=C(N=C2N2CC(CCCC2)=O)OC[C@]21CCCN1C[C@@H](C2)F)C2=C1C=NNC1=CC(=C2\C=C/C)C